2-ethyl-3-methyl-1,5-heptanediol C(C)C(CO)C(CC(CC)O)C